CC[NH+](CCCC(C)NC1=C2C=CC(=CC2=[NH+]C=C1)Cl)CCO The molecule is a quinolinium ion obtained by protonation of the quinoline nitrogen and tertiary amino group of the antimalarial drug hydroxychloroquine. It is the major species at pH 7.3. It is a quinolinium ion and a tertiary ammonium ion. It is a conjugate acid of a hydroxychloroquine.